4-morpholinocyclohexan O1CCN(CC1)C1CCCCC1